2-(5H-imidazo[1,5-b]isoindol-5-yl)-7-(1-methylpyrazol-4-yl)sulfonyl-7-azaspiro[3.5]nonan-3-ol C=1N=CN2C(C=3C=CC=CC3C21)C2CC1(C2O)CCN(CC1)S(=O)(=O)C=1C=NN(C1)C